ClC=1C=C(C2=C(OCCO2)C1)NC1=NC=2N(C(=C1)NC([2H])([2H])[2H])N=CC2C(=O)NC2CC2 5-((7-chloro-2,3-dihydrobenzo[b][1,4]dioxin-5-yl)amino)-N-cyclopropyl-7-((methyl-d3)amino)pyrazolo[1,5-a]pyrimidine-3-carboxamide